FC1=C(C=CC(=C1F)OC)C1=CN=C2N1C=CN=C2NC2=CC(=C(C(=O)N1CCN(CC1)C(CNC)=O)C=C2)C 1-[4-[4-[[3-(2,3-difluoro-4-methoxyphenyl)imidazo[1,2-a]pyrazin-8-yl]amino]-2-methylbenzoyl]piperazin-1-yl]-2-(methylamino)ethanone